COC(C1=NC(=C(C=C1N)C(F)(F)F)O[C@H](C)CC=C)=O (R)-3-amino-6-(pent-4-en-2-yloxy)-5-(trifluoromethyl)picolinic acid methyl ester